6-(2-((4-(Pentafluoro-λ6-sulfaneyl)phenyl)amino)pyridin-3-yl)quinolin-4-amine FS(C1=CC=C(C=C1)NC1=NC=CC=C1C=1C=C2C(=CC=NC2=CC1)N)(F)(F)(F)F